C(C)(C)NC(C1=CC(=CC=C1)C)=O N-isopropyl-3-methylbenzamide